(4-(tert-butyl)-2,6-dimethylphenyl)trifluoro-λ4-sulfane C(C)(C)(C)C1=CC(=C(C(=C1)C)S(F)(F)F)C